2-[(2S)-2-amino-1-fluoropropyl]-3,5-dichloro-N-[(thiophen-2-yl)methyl]thieno[3,2-b]pyridin-7-amine N[C@H](C(F)C1=C(C2=NC(=CC(=C2S1)NCC=1SC=CC1)Cl)Cl)C